C(CCCCCCCCCCCCCCC)C[N+](C)(CCC)[O-] hexadecyl-propyl-dimethyl-amine oxide